2-(2-(2-mercaptoethoxy)ethoxy)ethan-1-ol SCCOCCOCCO